(4-(2-(t-Butyldimethylsilanyloxy)ethyl)-5-(trifluoromethyl)-4H-1,2,4-triazol-3-yl)methanol [Si](C)(C)(C(C)(C)C)OCCN1C(=NN=C1C(F)(F)F)CO